C(C)OC(\C=C\COC)=O (2E)-4-Methoxybut-2-enoic acid ethyl ester